N-(2-aminophenyl)-2-(N-(3-chloro-4-cyclopropoxyphenyl)-3-(triisopropylsilyl)propiolamido)-3,3-dimethylbutanamide NC1=C(C=CC=C1)NC(C(C(C)(C)C)N(C(C#C[Si](C(C)C)(C(C)C)C(C)C)=O)C1=CC(=C(C=C1)OC1CC1)Cl)=O